rac-rel-cis-3-((3R,4R)-3,4-dimethylpyrrolidin-3-yl)-5-(piperidin-1-ylmethyl)-5,6-dihydro-1,4,2-dioxazine C[C@@]1(CNC[C@@H]1C)C1=NOC[C@H](O1)CN1CCCCC1 |o1:1,5,11|